C(C)C=CC(=O)[N+](C)(C)C N-ethylacryloyl-N,N,N-trimethylammonium